tert-butyl (S)-(1-(4-nitrophenyl)piperidin-3-yl)carbamate [N+](=O)([O-])C1=CC=C(C=C1)N1C[C@H](CCC1)NC(OC(C)(C)C)=O